CC=1N=CC2=C(N1)C=CN=C2 methylpyrido[4,3-d]pyrimidin